ClC=1C(=NC(=NC1)C=1C(=NC=NC1OC)C1CC1)OCC1=CC=C(C=C1)C=1N(C=C(N1)C(F)(F)F)C 5-chloro-4'-cyclopropyl-6'-methoxy-4-((4-(1-methyl-4-(trifluoromethyl)-1H-imidazol-2-yl)benzyl)oxy)-2,5'-bipyrimidine